trans-tert-butyl-4-acetyl-5-(3-chloro-5-(1,5-naphthyridin-3-yl)phenyl)-2-methylpiperazine-1-carboxylate C(C)(C)(C)OC(=O)N1[C@H](CN([C@@H](C1)C1=CC(=CC(=C1)C=1C=NC2=CC=CN=C2C1)Cl)C(C)=O)C